O[Si](CCCCP(O)(O)=O)(O)O 3-(trihydroxysilyl)propyl-methyl-phosphonic acid